1,4-bis(sec-butylamino)cyclohexane C(C)(CC)NC1CCC(CC1)NC(C)CC